4-(((R)-1-cyanoethyl)amino)-6-(3-cyanopyrrolo[1,2-b]pyridazin-7-yl)-N-((R)-2-fluoro-3-hydroxy-3-methylbutyl)nicotinamide phosphate salt P(=O)(O)(O)O.C(#N)[C@@H](C)NC1=CC(=NC=C1C(=O)NC[C@H](C(C)(C)O)F)C1=CC=C2N1N=CC(=C2)C#N